5-(4-cyclopropoxyphenyl)-7-(difluoromethyl)-6-(3-azaspiro[5.5]undec-8-en-9-yl)-7H-pyrrolo[2,3-d]pyrimidin-4-amine C1(CC1)OC1=CC=C(C=C1)C1=C(N(C=2N=CN=C(C21)N)C(F)F)C2=CCC1(CCNCC1)CC2